azetidine-3-yl acetate C(C)(=O)OC1CNC1